(S)-3-hydroxypiperidine-1-carboxylic acid tert-butyl ester C(C)(C)(C)OC(=O)N1C[C@H](CCC1)O